C(C)N(C(C)O)CC 1-diethylaminoethanol